COC([C@H](CO[Si](C)(C)C(C)(C)C)N1C(C2=CC(=CC=C2C1)Br)=O)=O (2S)-2-(6-bromo-1-oxo-2,3-dihydro-1H-isoindol-2-yl)-3-[(tert-butyldimethylsilyl)oxy]propionic acid methyl ester